ClC=1C(=C(C=CC1)NC1=NC=NC2=CC=C(C(=C12)C1=CC=C2C=CN(C2=C1)C)NC(\C=C\CN(C)C)=O)F (E)-N-(4-((3-chloro-2-fluorophenyl)amino)-5-(1-methyl-1H-indol-6-yl)quinazolin-6-yl)-4-(dimethylamino)but-2-enamide